N[C@H](C(=O)N1C[C@H]2[C@@H]([C@H]1C(=O)OCC)CCC2)C(C)(C)C ethyl (3S,3aS,6aR)-2-[(2S)-2-amino-3,3-dimethyl-butanoyl]-3,3a,4,5,6,6a-hexahydro-1H-cyclopenta[c]pyrrole-3-carboxylate